4-(o-tolyl)-4,7-dihydrobenzo[b]thiophen C1(=C(C=CC=C1)C1C=CCC=2SC=CC21)C